CC1CN(CC(C1)C)C1=CC2=C(C=N1)CNC2=O 6-(3,5-dimethylpiperidin-1-yl)-1-oxo-2,3-dihydro-1H-pyrrolo[3,4-c]pyridin